2-(bromomethyl)-1-(dibromomethyl)-3-nitrobenzene BrCC1=C(C=CC=C1[N+](=O)[O-])C(Br)Br